C(C)OC(C(=O)C1=C(N(C(=C1)C1=CC=C(C=C1)OC)C)C)=C 2-ethoxy-1-(5-(4-methoxyphenyl)-1,2-dimethyl-1H-pyrrol-3-yl)prop-2-en-1-one